CP(CCCCCC)CCCCCC methyl-bis-(1-hexyl)phosphine